methyl (R,E)-4-(2-(2-(2,2,2-trifluoro-N-(1-(1-(naphthalen-1-yl)ethyl)piperidin-4-yl)acetamido)acetamido)acetamido)but-2-enoate FC(C(=O)N(C1CCN(CC1)[C@H](C)C1=CC=CC2=CC=CC=C12)CC(=O)NCC(=O)NC/C=C/C(=O)OC)(F)F